N-(1,3-dicyclohexyl-2-methylpropyl)-4-methylbenzenesulfonamide C1(CCCCC1)C(C(CC1CCCCC1)C)NS(=O)(=O)C1=CC=C(C=C1)C